(S)-2-(4-(5-(3,5-difluorophenyl)-4,5-dihydro-1H-pyrazol-1-carbonyl)piperazin-1-yl)-5-fluoropyrimidine-4-carbonyl chloride FC=1C=C(C=C(C1)F)[C@@H]1CC=NN1C(=O)N1CCN(CC1)C1=NC=C(C(=N1)C(=O)Cl)F